(6R)-6-methyl-9,13-dioxa-4,5,18,19-tetraazatetracyclo[12.5.2.12,5.017,20]docosa-1(19),2(22),3,14(21),15,17(20)-hexaene C[C@H]1N2N=CC(C3=NNC=4C=CC(OCCCOCC1)=CC34)=C2